BrCC1=CC=C(C=C1)OC(C(F)F)(F)F 1-(bromomethyl)-4-(1,1,2,2-tetrafluoroethoxy)benzene